4-(3-(2-sulfamoylmethylaminoethyl)azetidin-1-yl)-6,7-dimethoxyquinazoline S(N)(=O)(=O)CNCCC1CN(C1)C1=NC=NC2=CC(=C(C=C12)OC)OC